FC1=C(OC=2N=CC(=NC2)NC([C@H](C)N2CC(N(CC2)C(=O)C2CC(C=3N(C2)N=CN3)O)(C)C)=O)C=CC(=C1)F (2S)-N-(5-(2,4-difluorophenoxy)pyrazin-2-yl)-2-(4-(8-hydroxy-5,6,7,8-tetrahydro-[1,2,4]triazolo[1,5-a]pyridine-6-carbonyl)-3,3-dimethylpiperazin-1-yl)propanamide